C1(=CC=CC=C1)C(CN)(C)N 2-phenyl-propane-1,2-diamine